NCCNC(CN1CCN(CCN(CCN(CC1)CC(=O)OC(C)(C)C)CC(=O)OC(C)(C)C)CC(=O)OC(C)(C)C)=O tri-tert-butyl 2,2',2''-(10-(2-((2-aminoethyl)amino)-2-oxoethyl)-1,4,7,10-tetraazacyclododecane-1,4,7-triyl)triacetate